(E)-3-(3-Fluorophenyl)-1-(4-hydroxyphenyl)prop-2-en-1-one FC=1C=C(C=CC1)/C=C/C(=O)C1=CC=C(C=C1)O